NC1=NC=C(C(=N1)C(F)(F)F)C1=NC(=NC(=C1)N1C(O[C@@H]([C@@H]1CO)C)=O)N1CCOCC1 (4S,5R)-3-(2'-amino-2-(N-morpholinyl)-4'-(trifluoromethyl)-[4,5'-bipyrimidin]-6-yl)-4-(hydroxymethyl)-5-methyloxazolidin-2-one